2-[6-(Azetidin-3-yl)-1-methyl-1H-indazol-4-yl]-N-(2,2-difluoroethyl)-5-fluoro-N-(isopropyl)benzamide N1CC(C1)C1=CC(=C2C=NN(C2=C1)C)C1=C(C(=O)N(C(C)C)CC(F)F)C=C(C=C1)F